NCC(=O)NCC(=O)N[C@H](C(=O)N)CC1=C(C(=C(C(=C1F)F)F)F)F (S)-2-(2-(2-Aminoacetamido)acetamido)-3-(perfluorophenyl)propanamide